(R)-3-(4-(2-(2-methyltetrazol-5-yl)pyridin-5-yl)-3-fluorophenyl)-5-hydroxymethyloxazolidin-2-one dihydrogen Phosphate P(=O)(O)(O)O.CN1N=C(N=N1)C1=NC=C(C=C1)C1=C(C=C(C=C1)N1C(O[C@H](C1)CO)=O)F